N[C@@H]1\C(\CCC1)=N\OCC(=O)N1CCN(CC1)C1=NC=C(C=N1)C(F)(F)F (S,E)-2-(((2-aminocyclopentylidene)amino)oxy)-1-(4-(5-(trifluoromethyl)pyrimidin-2-yl)piperazin-1-yl)ethanone